4,5-dibromo-1-methyl-1H-imidazole BrC=1N=CN(C1Br)C